C(C)(C)(C)OC(NC1=NC(=C(N=C1)CNC(C1=CC=C(C=C1)F)=O)OC)=O 5-[(4-fluoro-benzoylamino)-methyl]-6-methoxy-pyrazin-2-yl-carbamic acid tert-butyl ester